N-(5-chloro-2-(methylamino)benzyl)-2-fluoro-N-(furan-2-ylmethyl)benzamide ClC=1C=CC(=C(CN(C(C2=C(C=CC=C2)F)=O)CC=2OC=CC2)C1)NC